C(C1=CC=CC=C1)N(C(=O)C1(C(C(=NN1C1=CC=CC=C1)C1=CC=C(C=C1)F)CCCC)C)CCO N-benzyl-4-butyl-3-(4-fluorophenyl)-N-(2-hydroxyethyl)-5-methyl-1-phenyl-4,5-dihydro-1H-pyrazole-5-carboxamide